OC=1C=C(C=CC1)CN1C2CC(N3CCOC32CC1)=O 9-[(3-hydroxyphenyl)methyl]-2-oxa-5,9-diazatricyclo[6.3.0.0(1,5)]undecan-6-one